Lithium Cobalt Oxide [Co]=O.[Li]